tert-butyl 4-((4-(2-methyl-5-(3-(6-(trifluoromethyl)pyridin-3-yl)ureido)phenyl)-6-morpholinopyridin-2-yl)oxy)piperidine-1-carboxylate CC1=C(C=C(C=C1)NC(=O)NC=1C=NC(=CC1)C(F)(F)F)C1=CC(=NC(=C1)N1CCOCC1)OC1CCN(CC1)C(=O)OC(C)(C)C